6-methyl-N-[rac-1-(aminooxymethyl)-2-(2,4-dimethylphenoxy)ethyl]-3-[3-(trifluoromethyl)phenoxy]pyridazine-4-carboxamide CC1=CC(=C(N=N1)OC1=CC(=CC=C1)C(F)(F)F)C(=O)N[C@H](COC1=C(C=C(C=C1)C)C)CON |r|